N-(4-isopropylbenzyl)-5-(methylsulfonyl)thiophene-2-carboxamide C(C)(C)C1=CC=C(CNC(=O)C=2SC(=CC2)S(=O)(=O)C)C=C1